tert-butyl (2S)-2-[(benzyloxy)methyl]-6-oxo-1,4-oxazepane-4-carboxylate C(C1=CC=CC=C1)OC[C@H]1OCC(CN(C1)C(=O)OC(C)(C)C)=O